N-(4-methylpiperazine-1-yl)pentanamide CN1CCN(CC1)NC(CCCC)=O